1-(1,2-dimethyl-cyclopent-2-enyl)-ethanone CC1(C(=CCC1)C)C(C)=O